2-chloro-3-(2,6-difluorophenyl)-5-fluoropyridine ClC1=NC=C(C=C1C1=C(C=CC=C1F)F)F